4-(4-(3,4,5-trifluorophenyl)-1H-1,2,3-triazol-1-yl)tetrahydro-2H-pyran FC=1C=C(C=C(C1F)F)C=1N=NN(C1)C1CCOCC1